CC(CCCCCCCCCCCCCCCO)C 16-Methylheptadec-1-yl alcohol